tert-butyl-(E)-2-((2,6-difluoro-4-methylphenyl)imino)-9,10-dimethoxy-2,3,6,7-tetrahydro-4H-pyrimido[6,1-a]isoquinolin-4-one C(C)(C)(C)C=1\C(\NC(N2C1C1=CC(=C(C=C1CC2)OC)OC)=O)=N/C2=C(C=C(C=C2F)C)F